didodecyl phosphate potassium salt [K+].P(=O)(OCCCCCCCCCCCC)(OCCCCCCCCCCCC)[O-]